FC1=CC=C(C=C1)C1=CC=C(C=C1)C1=CC(=CC(=C1)C1=CC=C(C=C1)C1=CC=C(C=C1)F)C1=CC=C(C=C1)C1=CC=C(C=C1)F 1,3,5-tris(4'-fluorobiphenyl-4-yl)benzene